6-(2-Methoxyethoxy)-2,3-dihydro-1H-pyrrolo[3,4-c]pyridine HCl salt Cl.COCCOC1=CC2=C(C=N1)CNC2